6-chloro-5-fluoro-4-iodo-pyridine-2-carbonitrile ClC1=C(C(=CC(=N1)C#N)I)F